C(C)OC(=O)C1=CC=C(C=C1)C1=CC=C(OCCOCC(=O)O)C=C1 2-(2-[4-[4-(ethoxycarbonyl)phenyl]phenoxy]ethoxy)acetic acid